2-(2-(3-chloro-2-fluorobenzyl)-2,5-dihydro-1H-pyrrol-1-yl)-1-phenyl-2λ2-ethan-1-one ClC=1C(=C(CC2N(CC=C2)[C]C(=O)C2=CC=CC=C2)C=CC1)F